2-(((1R)-1-(2-cyano-3-(4-(2-cyano-4-(trifluoromethyl)phenyl)-2-meth-ylpiperazin-1-yl)-7-methylquinoxalin-5-yl)ethyl)amino)benzoic acid C(#N)C1=NC2=CC(=CC(=C2N=C1N1C(CN(CC1)C1=C(C=C(C=C1)C(F)(F)F)C#N)C)[C@@H](C)NC1=C(C(=O)O)C=CC=C1)C